C1(CCC1)C=1C=NN2C1N=C(C=C2NC2=CC(=CC(=C2)C)F)N[C@H]2C[C@@H](CNC2)O (3S,5S)-5-((3-cyclobutyl-7-((3-fluoro-5-methylphenyl)amino)pyrazolo[1,5-a]pyrimidin-5-yl)amino)piperidin-3-ol